1-(cyclopropylmethyl)-N-{[3-(4-{[(3S,4R)-3-fluoro-1-methylpiperidin-4-yl]amino}-1-(2,2,2-trifluoroethyl)-1H-indol-2-yl)-1,2,4-oxadiazol-5-yl]methyl}-1H-pyrrole-3-carboxamide C1(CC1)CN1C=C(C=C1)C(=O)NCC1=NC(=NO1)C=1N(C2=CC=CC(=C2C1)N[C@H]1[C@H](CN(CC1)C)F)CC(F)(F)F